(S)-2-(3-isopropylthiophen-2-yl)pyrrolidine C(C)(C)C1=C(SC=C1)[C@H]1NCCC1